C(C)(C)(C)C1=NC=C(C=N1)CC(=O)N(CC(C=1C=NC=CC1)O)CC1=CC(=CC=C1)F 2-(2-tert-butylpyrimidin-5-yl)-N-[(3-fluorophenyl)methyl]-N-[2-hydroxy-2-(3-pyridyl)ethyl]acetamide